3-(1-bromoethyl)-6-methylpyridazine BrC(C)C=1N=NC(=CC1)C